C(C)(C)N1CC2(CN(C2)C2=CC=C(C=C2)C2=CC=C3C(=N2)N(C(=N3)C3=CC=C(C=C3)S(=O)(=O)C)C)C1 5-(4-(6-isopropyl-2,6-diazaspiro[3.3]hept-2-yl)phenyl)-3-methyl-2-(4-(methylsulfonyl)phenyl)-3H-imidazo[4,5-b]pyridine